(4S)-4-Methyl-2-[(oxan-4-yl)methyl]-N-{[(2S)-oxolan-2-yl]methyl}-8-(trifluoromethyl)-4,5-dihydro-2H-furo[2,3-g]indazol-7-carboxamid C[C@@H]1C2=CN(N=C2C2=C(C1)OC(=C2C(F)(F)F)C(=O)NC[C@H]2OCCC2)CC2CCOCC2